2,6-dichloro-5-phenoxypyrimidine-4-carboxylic acid ethyl ester C(C)OC(=O)C1=NC(=NC(=C1OC1=CC=CC=C1)Cl)Cl